N1=NC(=C2N1C=CC=C2)C(=O)C2=CC(=C(C(=C2)Cl)OC)Cl triazolo[1,5-a]pyridin-3-yl-(3,5-dichloro-4-methoxyphenyl)methanone